CC1=C(C(=CC(=C1)C)C)B(O)O 2,4,6-trimethyl-phenylboronic acid